CC=1C=C(C=CC1C)C=1NC(C=2N(C1)N=C(C2C(F)(F)F)C(=O)OCC)=O ethyl 6-(3,4-dimethylphenyl)-4-oxo-3-(trifluoromethyl)-4,5-dihydropyrazolo[1,5-a]-pyrazine-2-carboxylate